(1R,10R)-10-{[(tert-butyldimethylsilyl)oxy]methyl}-4-methyl-8,11-dioxa-2,6-diazatricyclo[7.2.1.0^{2,7}]dodeca-3,6-dien-5-one [Si](C)(C)(C(C)(C)C)OC[C@@H]1C2OC3=NC(C(=CN3[C@H](O1)C2)C)=O